ClC=1C=CC(=NC1)C 5-chloro-2-methylpyridin